OC1CC(C1)(C)N1N=NC=C1 1-((1S,3S)-3-hydroxy-1-methylcyclobutyl)-1H-1,2,3-triazol